α-butyl-α-ethyl-pelargonic acid C(CCC)C(C(=O)O)(CCCCCCC)CC